N,N'-bis(1-methylethyl)-6-(methylthio)-1,3,5-triazine CC(C)N1CN(CN=C1SC)C(C)C